(M)-4-((1-Acryloylazetidin-3-yl)oxy)-6-chloro-7-(2-fluorophenyl)-1-(2-isopropyl-4-methylpyridin-3-yl)pyrido[2,3-d]pyrimidin-2(1H)-one C(C=C)(=O)N1CC(C1)OC=1C2=C(N(C(N1)=O)C=1C(=NC=CC1C)C(C)C)N=C(C(=C2)Cl)C2=C(C=CC=C2)F